C(C)(=O)C1CC(C1)(C1=NN=CN1C)C=1C=C(C=CC1)N1C(C2=CC(=CC(=C2C1)C(F)(F)F)CNC1(CCC1)C)=O 2-(3-(3-acetyl-1-(4-methyl-4H-1,2,4-triazol-3-yl)cyclobutyl)phenyl)-6-(((1-methylcyclobutyl)amino)methyl)-4-(trifluoromethyl)isoindolin-1-one